(S)-5-chloro-4-(cyclopentylmethoxy)-2-fluoro-N-((4-(pyrrolidin-3-yloxy)piperidin-1-yl)sulfonyl)benzamide ClC=1C(=CC(=C(C(=O)NS(=O)(=O)N2CCC(CC2)O[C@@H]2CNCC2)C1)F)OCC1CCCC1